Cl.Cl.C12CNCC(N1C1=CC=C(C=N1)C=1C=3N(C=C(C1)OCC(C)(C)O)N=CC3C#N)C2 4-(6-(3,6-diazabicyclo[3.1.1]hept-6-yl)pyridin-3-yl)-6-(2-hydroxy-2-methylpropyloxy)pyrazolo[1,5-a]pyridine-3-carbonitrile dihydrochloride